O=CCCN(CC(=O)N)C(C)C 2-[(3-OXOPROPYL)(PROPAN-2-YL)AMINO]ACETAMIDE